N1=CC(=C2N1C=CC=C2)C(=O)O pyrazolo[1,5-a]Pyridine-3-carboxylic acid